4-((3r,4r)-4-((5,7-dimethyl-1H-indol-4-yl)methyl)-1-ethylpiperidin-3-yl)benzoic acid CC=1C(=C2C=CNC2=C(C1)C)C[C@H]1[C@@H](CN(CC1)CC)C1=CC=C(C(=O)O)C=C1